N-(3-(5-fluoro-2-isopropoxyphenyl)-1H-pyrazol-4-yl)pyrazolo[1,5-a]pyrimidine-3-carboxamide FC=1C=CC(=C(C1)C1=NNC=C1NC(=O)C=1C=NN2C1N=CC=C2)OC(C)C